3-(2-(2-amino-5-(3-((2,2,4,6,7-pentamethyl-2,3-dihydrobenzofuran-5-yl)sulfonyl)guanidino)pentanamido)-4-(tert-butoxy)-4-oxobutanamido)propane NC(C(=O)NC(C(=O)NCCC)CC(=O)OC(C)(C)C)CCCNC(=N)NS(=O)(=O)C=1C(=C(C2=C(CC(O2)(C)C)C1C)C)C